B(O)(O)CCC=1C(=C(C(=O)O)C(=CC1)OC1CN(C1)C([C@H]1NCC(C1)(F)F)=O)O 3-(2-Boronoethyl)-6-{[1-(4,4-difluoro-L-prolyl)azetidin-3-yl]oxy}-2-hydroxybenzoic acid